CC1=C(C(=CC=C1)C)C1=NC=2NS(C=3C=CC=C(C(N([C@@H](COC(=C1)N2)CC(C)C)C2CC(C2)OC(C)C)=O)C3)(=O)=O (11R)-6-(2,6-Dimethylphenyl)-11-isobutyl-12-(3-isopropoxycyclobutyl)-2,2-dioxo-9-oxa-2λ6-thia-3,5,12,19-tetrazatricyclo[12.3.1.14,8]nonadeca-1(18),4(19),5,7,14,16-hexaen-13-one